C([O-])([O-])=O.[Ba+2] barium carbonate salt